(3,5-dichloro-4-pyridinyl)bis(2,4,6-trichlorophenyl)methane ClC=1C=NC=C(C1C(C1=C(C=C(C=C1Cl)Cl)Cl)C1=C(C=C(C=C1Cl)Cl)Cl)Cl